C(C)(C)(CC)OOC(CC(CC(C)(C)C)C)=O.NC1C(CC(CC1CC)C(C)(C)C1CC(C(C(C1)CC)N)C)C bis(4-amino-3-methyl-5-ethylcyclohexyl)propane tert-pentyl-3,5,5-trimethylhexaneperoxoate